2-methylene-1,3-dithiepane C=C1SCCCCS1